(1-oxo-5-(((cis)-2-(3-(6-(trifluoromethyl)pyridin-3-yl)azetidin-1-yl)cyclohexyl)oxy)isoindolin-2-yl)piperidine-2,6-dione O=C1N(CC2=CC(=CC=C12)O[C@H]1[C@H](CCCC1)N1CC(C1)C=1C=NC(=CC1)C(F)(F)F)N1C(CCCC1=O)=O